(R)-(2-(5-(1-aminoethyl)thiophen-2-yl)benzyl)(methyl)carbamic acid tert-butyl ester C(C)(C)(C)OC(N(C)CC1=C(C=CC=C1)C=1SC(=CC1)[C@@H](C)N)=O